4-(3-fluoro-4-iodopyridin-2-yl)-2,6-dimethyl-morpholine FC=1C(=NC=CC1I)N1CC(OC(C1)C)C